Methyl 2-([1-(2-bromophenyl)-5-(3-cyclopropoxyphenyl)-1H-pyrazol-3-yl]methoxy)-2-methylpropanoate BrC1=C(C=CC=C1)N1N=C(C=C1C1=CC(=CC=C1)OC1CC1)COC(C(=O)OC)(C)C